2,6-difluoro-N'-hydroxybenzamidine FC1=C(C(=NO)N)C(=CC=C1)F